1-bromo-2-chloro-3-(chloromethyl)benzene BrC1=C(C(=CC=C1)CCl)Cl